C(C)(C)(C)OC([C@@H](NC(=O)OC(C)(C)C)CCCCN)=O boc-lysine tert-butyl ester